[Si](C1=CC=CC=C1)(C1=CC=CC=C1)(C(C)(C)C)OC[C@H]1S[C@H]([C@H]2[C@@H]1OC(O2)(C)C)N2C=C(C1=C2N=CN=C1N)C=C 7-((3aR,4R,6R,6aS)-6-(((tert-butyldiphenylsilyl)oxy)methyl)-2,2-dimethyltetrahydrothieno[3,4-d][1,3]dioxol-4-yl)-5-vinyl-7H-pyrrolo[2,3-d]pyrimidin-4-amine